7-methyl-3-((3-fluorophenyl)sulfonyl)-4H-benzopyran-4-one CC1=CC2=C(C(C(=CO2)S(=O)(=O)C2=CC(=CC=C2)F)=O)C=C1